OC1=C(C=C(C=O)C(=C1C)O)C=O 4,6-dihydroxy-5-methylisophthalaldehyde